tert-butyl-3-((4-(4-((3-fluoro-1H-indazol-5-yl)(2,2,6,6-tetramethyltetrahydro-4H-pyran-4-ylmethylene)methyl)phenyl)piperazin-1-yl)methyl)azetidine-1-carboxylate C(C)(C)(C)OC(=O)N1CC(C1)CN1CCN(CC1)C1=CC=C(C=C1)C(=CC1CC(OC(C1)(C)C)(C)C)C=1C=C2C(=NNC2=CC1)F